CC1=C(C=C(C=C1)NC(=O)N1[C@H]2CCC[C@@]1(C2)C2=NC=CC=N2)C2=NN1C(C=N2)=CC=C1 (1R,5S)-N-(4-methyl-3-(pyrrolo[2,1-f][1,2,4]triazin-2-yl)phenyl)-1-(pyrimidin-2-yl)-6-azabicyclo[3.1.1]heptane-6-carboxamide